CCCCCCC/C=C/C=C/C=C\\C/C=C\\CCCC(=O)O The molecule is an icosatetraenoic acid in which the four double bonds are located at positions 5, 8, 10 and 12 (the 5Z,8Z,10E,12E-isomer).